5-((3-(N-methylsulfamoyl)phenyl)amino)-2,3-dioxo-2,3-dihydro-1H-pyrrolo[3,2-c]isoquinoline-7-carboxylic acid CNS(=O)(=O)C=1C=C(C=CC1)NC1=NC2=C(C=3C=CC(=CC13)C(=O)O)NC(C2=O)=O